tertbutyl N-tert-butoxycarbonyl-N-(3-fluoro-4-methyl-2-pyridyl)carbamate C(C)(C)(C)OC(=O)N(C(OC(C)(C)C)=O)C1=NC=CC(=C1F)C